(7aR)-5,6,7,7a,8,8a,9,10,11,11a-Decahydro-4H-cyclopenta[5,6]naphtho[1,8-cd]azepin C1=CC=C2CNCC[C@@H]3C2=C1C1C(C3)CCC1